O1C(CCCC1)OCC12CCC(CC1)(C2)C(C)=O 1-(4-(((Tetrahydro-2H-pyran-2-yl)oxy)methyl)bicyclo[2.2.1]heptan-1-yl)ethan-1-one